BrC1=C2CN(CC2=CC(=C1C(O)C1=C(C=CC(=C1)F)Cl)F)C (4-bromo-6-fluoro-2-methyl-2,3-dihydro-1H-isoindol-5-yl)(2-chloro-5-fluorophenyl)methanol